N-[2-amino-5-(4-fluorophenyl)phenyl]-2-(methylsulfonyl)thiazole-5-carboxamide NC1=C(C=C(C=C1)C1=CC=C(C=C1)F)NC(=O)C1=CN=C(S1)S(=O)(=O)C